FC1=C(C=C(C=C1)F)[C@@]12N(CC[C@H]2C1)C1=NC=2N(C=C1)N=CC2NC(=O)N2C[C@@H](CC2)O (R)-N-(5-((1R,5S)-1-(2,5-difluorophenyl)-2-azabicyclo[3.1.0]hexan-2-yl)pyrazolo[1,5-a]pyrimidin-3-yl)-3-hydroxypyrrolidine-1-carboxamide